N[C@@H](C)C(=O)OCCNP(=O)(OC1=CC=CC=C1)OC[C@]1(O[C@H]([C@@H]([C@@H]1O)O)C1=CC=C2C(=NC=NN21)N)C#N 2-(((((2R,3S,4R,5S)-5-(4-aminopyrrolo[2,1-f][1,2,4]triazin-7-yl)-2-cyano-3,4-dihydroxytetrahydrofuran-2-yl)methoxy)(phenoxy)phosphoryl)amino)ethyl L-alaninate